C(C)(=O)N(C=1C(=C(C(=O)OCC)C=CC1S(=O)(=O)C)Cl)OC ethyl 3-[acetyl (methoxy) amino]-2-chloro-4-methylsulfonyl-benzoate